1-[2-(amino)ethyl]-2,4-diiodo-5-methylbenzene NCCC1=C(C=C(C(=C1)C)I)I